4-(2-methylpyridin-4-yl)-N-(4-(methylsulfonyl)phenyl)thiazol-2-amine CC1=NC=CC(=C1)C=1N=C(SC1)NC1=CC=C(C=C1)S(=O)(=O)C